(fluoromethyl)-1H-indazol FCN1N=CC2=CC=CC=C12